dicyano borate B(OC#N)(OC#N)[O-]